O[C@@H]([C@H](C(=O)O)C)CC1CC2(C1)CCC2 (2r,3r)-3-hydroxy-2-methyl-4-(spiro[3.3]heptan-2-yl)butanoic acid